(1R,3r,5S)-3-((4-methoxyphenyl)thio)-3-methyl-8-azabicyclo[3.2.1]octane-8-carboxylic acid tert-butyl ester C(C)(C)(C)OC(=O)N1[C@H]2CC(C[C@@H]1CC2)(C)SC2=CC=C(C=C2)OC